6-(3-hydroxypropylamino)hexane OCCCNCCCCCC